ClC1=C(C=CC=C1)N1C=NC2=C1CC(CC2)N2CC=1C=NC(=CC1C2)C (2-chlorophenyl)-6-(6-methyl-1,3-dihydro-2H-pyrrolo[3,4-c]pyridin-2-yl)-4,5,6,7-tetrahydro-1H-benzo[d]imidazole